N-(5-((2-(8-oxa-1-azaspiro[4.5]decan-1-yl)ethyl)carbamoyl)-2-methylpyridin-3-yl)-7-bromo-[1,2,4]triazolo[4,3-a]pyridine-3-carboxamide N1(CCCC12CCOCC2)CCNC(=O)C=2C=C(C(=NC2)C)NC(=O)C2=NN=C1N2C=CC(=C1)Br